CN(C1CCN(CC1)C1=C(C=C(C=C1)C1=CC=2C=3N(C=NC2C=C1)N(C(C3C3CCOCC3)=O)C)F)C 9-(4-(4-(dimethylamino)piperidin-1-yl)-3-fluorophenyl)-3-methyl-1-(tetrahydro-2H-pyran-4-yl)pyrazolo[1,5-c]quinazolin-2(3H)-one